3-(((2-amino-4-chlorophenyl)amino)methyl)-2-fluorobenzoic acid methyl ester COC(C1=C(C(=CC=C1)CNC1=C(C=C(C=C1)Cl)N)F)=O